BrC1=CC=C(C=C1)[C@H]1[C@@H](C1)N[C@@H]1CC[C@H](CC1)NC(OC(C)(C)C)=O tert-butyl ((trans)-4-(((trans)-2-(4-bromophenyl)cyclopropyl)amino)cyclohexyl)carbamate